C(C)(C)(C)OC(=O)C1=CC=C(C=C1)N1CCC(CC1)CN1CCN(CC1)C1=CC(=C(C(=O)OC)C=C1)F methyl 4-[4-[[1-(4-tert-butoxycarbonylphenyl)-4-piperidyl]methyl]piperazin-1-yl]-2-fluoro-benzoate